camphorsulfonic acid, diphenyliodonium salt C1(=CC=CC=C1)[I+]C1=CC=CC=C1.C12(C(=O)CC(CC1)C2(C)C)CS(=O)(=O)[O-]